ethyl 2-[3-(1-acetylpiperidin-4-yl)-5'-methoxy-1'-methyl-[4,6'-biindazol]-1-yl]acetate C(C)(=O)N1CCC(CC1)C1=NN(C=2C=CC=C(C12)C1=C(C=C2C=NN(C2=C1)C)OC)CC(=O)OCC